C(C)OC(/C(/[N+](=O)[O-])=C\1/CC[C@@H](N1)C(=O)OC)=C=O Methyl (R,E)-5-(2-ethoxy-1-nitro-2-carbonylethylidene)pyrrolidine-2-carboxylate